1-methoxy-2-trimethylsilyl-1-sila-azacyclopentane CO[SiH]1N(CCC1)[Si](C)(C)C